FC(C=1C=C(O[C@@H]2C[C@H](CC2)NC(C=C)=O)C=CC1)(F)F N-((1S,3S)-3-(3-(trifluoromethyl)phenoxy)cyclopentyl)acrylamide